2-propyl-di-(3-octyl)phosphine CC(C)P(C(CC)CCCCC)C(CC)CCCCC